BrC1=C(C=C(C=C1)F)CN1N=C(C(NC1=S)=O)C (2-bromo-5-fluorophenylmethyl)-6-methyl-3-thioxo-3,4-dihydro-1,2,4-triazin-5(2H)-one